6-((1H-indazol-4-yl)methyl)-2-(benzylamino)-4-methyl-4,6-dihydro-5H-thiazolo(5',4':4,5)pyrrolo(2,3-d)pyridazin-5-one N1N=CC2=C(C=CC=C12)CN1N=CC2=C(C1=O)N(C1=C2SC(=N1)NCC1=CC=CC=C1)C